FC(C1=CC(=CN=N1)NC(=O)N1C[C@](C2=C1C=NC=1N2N=C(C1)F)(C(F)(F)F)C)F (R)-N-(6-(difluoromethyl)pyridazin-4-yl)-2-fluoro-8-methyl-8-(trifluoromethyl)-7,8-dihydro-6H-pyrazolo[1,5-a]pyrrolo[2,3-e]pyrimidine-6-carboxamide